C(CC)C1=CC1 1-n-Propylcyclopropen